N1N=CC2=CC(=CC=C12)NC1=NC(=NC=C1F)C1=CC=C2C=C(NC2=C1)C(=O)NC1=CN=NC=C1 6-(4-((1H-indazol-5-yl)amino)-5-fluoro-pyrimidin-2-yl)-N-(pyridazin-4-yl)-1H-indole-2-carboxamide